N-((1r,3r)-3-(6-(((1-(6-((2-(2,6-dioxopiperidin-3-yl)-1,3-dioxoisoindoline-4-yl)amino)hexanoyl)piperidin-4-yl)methyl)amino)-9H-purin-9-yl)cyclobutyl)-6-methylpicolinamide O=C1NC(CC[C@H]1N1C(C2=CC=CC(=C2C1=O)NCCCCCC(=O)N1CCC(CC1)CNC1=C2N=CN(C2=NC=N1)C1CC(C1)NC(C1=NC(=CC=C1)C)=O)=O)=O